O1C=CC2=C1C=CC(=C2)CNC(OC(C)(C)C)=O tert-butyl (benzofuran-5-ylmethyl)carbamate